COC1=C(C=CC=C1)C(C)O 1-(2-methoxyphenyl)ethanol